(R)-2-((1-(3-((4-methoxybenzyl)amino)pyrazin-2-yl)ethyl)amino)ethan-1-ol COC1=CC=C(CNC=2C(=NC=CN2)[C@@H](C)NCCO)C=C1